C(C)[C@@H]1N(CC2=CC(=CC(=C2C1)F)C(=O)NO)CC12CN(C(C1)C2)C (3S)-3-ethyl-5-fluoro-2-[(2-methyl-2-azabicyclo[2.1.1]hexan-4-yl)methyl]-3,4-dihydro-1H-isoquinoline-7-carbohydroxamic acid